FC([C@@H](C)O)(C1=C(C(=CC=C1)[C@@H](C)NC1=NC(=NC2=C3C(=C(C=C12)N1CC2(COC2)C1)CCC3)C)F)F |&1:2| (R/S)-1,1-difluoro-1-(2-fluoro-3-((R)-1-((2-methyl-6-(2-oxa-6-azaspiro[3.3]heptan-6-yl)-8,9-dihydro-7H-cyclopenta[h]quinazolin-4-yl)amino)ethyl)phenyl)propan-2-ol